C(C)(C)(C)OC(=O)N1[C@H]2[C@H](NC[C@@H]1CC2)COC2=C1C(NC(=NC1=C(C(=C2)Br)F)Cl)=O (1R,2S,5S)-2-(((7-bromo-2-chloro-8-fluoro-4-oxo-3,4-dihydroquinazolin-5-yl)oxy)methyl)-3,8-diazabicyclo[3.2.1]octane-8-carboxylic acid tert-butyl ester